FC=1C(=NC=CC1)[C@H](C)NC=1SC(=CN1)C(=O)OC methyl 2-{[(1S)-1-(3-fluoropyridin-2-yl)ethyl]amino}-1,3-thiazole-5-carboxylate